(2S)-2-amino-3,3-dicyclopropyl-N-[4-[3,5-dimethyl-1-(2-trimethylsilylethoxymethyl)pyrazol-4-yl]phenyl]propanamide N[C@H](C(=O)NC1=CC=C(C=C1)C=1C(=NN(C1C)COCC[Si](C)(C)C)C)C(C1CC1)C1CC1